OCC(CO)(COCC(CO)(CO)CO)CO.OC1=C(C=O)C=CC=C1 hydroxybenzaldehyde compound with dipentaerythritol